2-(5-(methoxy-d3)indolin-3-yl)-N,N-dimethylethan-1-amine C(OC=1C=C2C(CNC2=CC1)CCN(C)C)([2H])([2H])[2H]